propyl-2-bromo-2-methylpropanate C(CC)OC(C(C)(C)Br)=O